3-[(R)-hydroxy-[6-(N-hydroxycarbamimidoyl)-pyridazin-4-yl]-(4-isopropyl-phenyl)-methyl]-3-methyl-azetidine-1-carboxylic acid tert-butyl ester C(C)(C)(C)OC(=O)N1CC(C1)(C)[C@](C1=CC=C(C=C1)C(C)C)(C1=CN=NC(=C1)C(NO)=N)O